OC=1C=C(C=CC1O)C=CC(=O)C1=CC=C(C=C1)NS(=O)(=O)C1=CC(=CC=C1)[N+](=O)[O-] N-[4-[3-(3,4-Dihydroxyphenyl)prop-2-enoyl]phenyl]-3-nitrobenzenesulfonamide